(4S,5S)-1-(3,4-dihydro-quinolin-1(2H)-yl)-5-fluoro-3-(methylsulfonyl)-5,6-dihydro-4H-cyclopenta[c]thiophen-4-ol N1(CCCC2=CC=CC=C12)C=1SC(=C2C1C[C@@H]([C@H]2O)F)S(=O)(=O)C